1,1,3,3-tetravinyltetraphenyltrisiloxane C(=C)[Si](O[Si](O[Si](C1=CC=CC=C1)(C1=CC=CC=C1)C1=CC=CC=C1)(C=C)C=C)(C=C)C1=CC=CC=C1